CCCCCCCCCCCCCCCCCCCCCCCCCCCCCCCCCCCCCCCCCCCCCCCCCCCCCCCCCCCCCCCCCCCCCCCCCCCCCCCCCCCCCCC n-Heptaoctacontane